tert-butyl (R)-4-((1-(3-(difluoromethyl)-2-fluorophenyl)ethyl)amino)-2-methyl-7,8-dihydro-6H-Pyrrolo[2,3-g]quinazoline-6-carboxylate FC(C=1C(=C(C=CC1)[C@@H](C)NC1=NC(=NC2=CC3=C(C=C12)N(CC3)C(=O)OC(C)(C)C)C)F)F